FC1(CC(C1)N1C(=NC2=NC=C(C=C21)C=2C=CN1N=C(N=CC12)N[C@@H]1CC[C@@H](CC1)OCC)C)F 5-(1-(3,3-difluorocyclobutyl)-2-methyl-1H-imidazo[4,5-b]pyridin-6-yl)-N-(cis-4-ethoxycyclohexyl)pyrrolo[2,1-f][1,2,4]triazin-2-amine